Cl.NC\C=C(\CN1C(=NC2=C1C=CC=C2C2=CC=C(C=C2)S(=O)(=O)N(C)C)C(F)(F)F)/F (Z)-4-(1-(4-amino-2-fluorobut-2-en-1-yl)-2-(trifluoromethyl)-1H-benzo[d]imidazole-4-yl)-N,N-dimethylbenzenesulfonamide hydrochloride